N-((R)-2-amino-6,7-dihydro-5H-cyclopenta[b]pyridin-5-yl)-2-((2R,4S)-4-(4-fluorobenzyl)pyrrolidine-2-carbonyl)-2-azaspiro[3.3]heptane-1-carboxamide NC1=CC=C2C(=N1)CC[C@H]2NC(=O)C2N(CC21CCC1)C(=O)[C@@H]1NC[C@H](C1)CC1=CC=C(C=C1)F